[Si](C)(C)(C(C)(C)C)OC[C@H](COCC1=CC=C(C=C1)OC)O (S)-1-((tert-butyldimethylsilyl)oxy)-3-((4-methoxybenzyl)oxy)propan-2-ol